8-cyclobutyl-7-oxo-2-((1,2,3,4-tetrahydroisoquinolin-6-yl)amino)-7,8-dihydropyrido[2,3-d]pyrimidine-6-carbonitrile C1(CCC1)N1C(C(=CC2=C1N=C(N=C2)NC=2C=C1CCNCC1=CC2)C#N)=O